6-(2,6-dichlorophenyl)-2-({4-[(3R)-3-(dimethylamino)pyrrolidin-1-yl]phenyl}amino)imidazo[1,2-a]pyrimido[5,4-e]pyrimidin-5(6H)-one ClC1=C(C(=CC=C1)Cl)N1C=2N(C3=C(C1=O)C=NC(=N3)NC3=CC=C(C=C3)N3C[C@@H](CC3)N(C)C)C=CN2